methylene-(3,5-di-tert-butyl-4-hydroxyhydrocinnamic acid) C=C(C(=O)O)CC1=CC(=C(C(=C1)C(C)(C)C)O)C(C)(C)C